C1(CC1)C1=C(C(=O)NNC(C(=O)OCC)=O)C=C(C=C1)OC(F)(F)F ethyl 2-(2-(2-cyclopropyl-5-(trifluoromethoxy) benzoyl) hydrazino)-2-oxoacetate